benzyl (((3S,4R)-3-fluoropiperidin-4-yl)methyl)carbamate hydrochloride Cl.F[C@@H]1CNCC[C@@H]1CNC(OCC1=CC=CC=C1)=O